rac-tert-butyl (5-((1R,3S)-3-((4-(1-methylcyclopropyl)-4H-1,2,4-triazol-3-yl)oxy)cyclopentyl)pyrimidin-2-yl)carbamate CC1(CC1)N1C(=NN=C1)O[C@@H]1C[C@@H](CC1)C=1C=NC(=NC1)NC(OC(C)(C)C)=O |r|